(1S,2S)-N-(8-amino-6-(4-methyl-2-phenylpyridin-3-yl)isoquinolin-3-yl)-2-(1-methyl-1H-pyrazol-4-yl)cyclopropanecarboxamide NC=1C=C(C=C2C=C(N=CC12)NC(=O)[C@@H]1[C@H](C1)C=1C=NN(C1)C)C=1C(=NC=CC1C)C1=CC=CC=C1